2-((3,3-dimethyl-1-oxoisoindolin-5-yl)amino)-4-((2-hydroxy-1-phenylethyl)amino)pyrimidine-5-carbohydrazide CC1(NC(C2=CC=C(C=C12)NC1=NC=C(C(=N1)NC(CO)C1=CC=CC=C1)C(=O)NN)=O)C